C1(CC2C(CC1)O2)OC(=O)C2CC1C(CC2)O1 3,4-epoxycyclohexyl-3,4-epoxycyclohexylcarboxylate